O=C([C@@H]1[C@H]([C@@H]([C@H]([C@H](O)O1)O)O)O)O 6-oxo-(β-D-glucopyranose)